6-((1-hydroxy-2-methylpropan-2-yl)amino)-N-(4-methyl-3-(5-methylpyridin-3-yl)phenyl)-2-(6-azaspiro[2.5]oct-6-yl)nicotinamide OCC(C)(C)NC1=NC(=C(C(=O)NC2=CC(=C(C=C2)C)C=2C=NC=C(C2)C)C=C1)N1CCC2(CC2)CC1